[Si](C1=CC=CC=C1)(C1=CC=CC=C1)(C(C)(C)C)OCC1=C(C(=O)N2C(CSCC2)COC2=C(C=O)C(=CC=C2)O)C=CC=C1 2-[[4-(2-[[(tert-butyldiphenylsilyl)oxy]methyl]benzoyl)thiomorpholin-3-yl]methoxy]-6-hydroxybenzaldehyde